(R)-(3-Aminopiperidin-1-yl)(2-(1-((1-methylpiperidin-4-yl)methyl)-1H-indol-2-yl)-3,4-dihydro-5-oxa-1,2a-diazaacenaphthylen-7-yl)methanone N[C@H]1CN(CCC1)C(=O)C=1C=C2OCCN3C(=NC(C1)=C32)C=3N(C2=CC=CC=C2C3)CC3CCN(CC3)C